(2S)-3-Phenyl-2-[(2,3,5,6-tetrafluoropyridin-4-yl)amino]propanoic acid C1(=CC=CC=C1)C[C@@H](C(=O)O)NC1=C(C(=NC(=C1F)F)F)F